C(CC)OCCOC=1C=CC(=NC1)C=O 5-(propoxyethoxy)pyridine-2-carbaldehyde